N-[3-Chloro-5-(cyclopropylmethoxy)phenyl]-6-[(3S)-pyrrolidin-3-yl]oxy-pyrido[3,2-d]pyrimidin-4-amine ClC=1C=C(C=C(C1)OCC1CC1)NC=1C2=C(N=CN1)C=CC(=N2)O[C@@H]2CNCC2